COC1=C(CNC2=CC(=C3C(=N2)OCC3)C)C=CC(=C1)OC N-(2,4-dimethoxybenzyl)-4-methyl-2,3-dihydrofuro[2,3-b]pyridin-6-amine